BrC=1C=C(C=CC1)C1CC(N(C=C1)S(=O)(=O)CC1=CC=CC=C1)=O 4-(3-bromophenyl)-1-toluenesulfonyl-3,4-dihydropyridin-2(1H)-one